O=C1NC(CCC1N1C(C2=CC=CC=C2C1=O)=O)=O 2-(2,6-dioxo-3-piperidyl)-1H-isoindole-1,3(2H)-dione